lanthanum tris(N,N-bis(trimethylsilyl)amide) C[Si]([N-][Si](C)(C)C)(C)C.C[Si]([N-][Si](C)(C)C)(C)C.C[Si]([N-][Si](C)(C)C)(C)C.[La+3]